FC(CNC(C1=CC=CC=C1)=O)F N-(2,2-difluoro-ethyl)-benzamide